C(C)(C)(C)OC(=O)N1C([C@@]2(C3=CC(=CC=C13)OC)[C@@H](C2)C2=CC=C1C(=NN(C1=C2)C(=O)OC(C)(C)C)NC2=NC(=NC=C2Cl)C(C)C)=O (1R,2S)-2-[1-(tert-Butoxycarbonyl)-3-[(5-chloro-2-isopropylpyrimidin-4-yl)amino]indazol-6-yl]-5'-methoxy-2'-oxospiro[cyclopropane-1,3'-indole]-1'-carboxylic acid tert-butyl ester